benzyl-(3-methoxy-4-nitrophenyl)sulfane C(C1=CC=CC=C1)SC1=CC(=C(C=C1)[N+](=O)[O-])OC